C1(CC1)C=1N=C2N(C=CC3=C2N(C2=CC=CC=C32)C)C1 2-Cyclopropyl-11-methyl-11H-imidazo[1',2':1,2]pyrido[3,4-b]indole